BrC=1C=C(C(=C(C#N)C1)O)F 5-bromo-3-fluoro-2-hydroxybenzonitrile